(S)-N-(amino(5-(2-hydroxypropan-2-yl)-1-phenyl-1H-pyrazol-3-yl)(oxo)-λ6-sulfaneylidene)-2-(4-cyano-3-fluoro-2,6-diisopropylphenyl)acetamide N[S@@](=NC(CC1=C(C(=C(C=C1C(C)C)C#N)F)C(C)C)=O)(=O)C1=NN(C(=C1)C(C)(C)O)C1=CC=CC=C1